BrC1=C(C=CC=C1)C1=CC=CC=2C(C3=CC=CC=C3C12)(C1=CC=CC=C1)C1=CC=CC=C1 4-(2-bromophenyl)-9,9-diphenyl-9H-fluorene